[C@@H]12COC[C@H]2C1C=1N(C=C(N1)C=1C=C2CN(C(C2=CC1)=O)C1C(NC(CC1)=O)=O)C 3-(5-(2-((1R,5S,6s)-3-Oxabicyclo[3.1.0]hexan-6-yl)-1-methyl-1H-imidazol-4-yl)-1-oxoisoindolin-2-yl)piperidine-2,6-dione